4-(6-(4-propenoyl-2-oxopiperazin-1-yl)pyridin-3-yl)-6-(1-methyl-1H-pyrazol-4-yl)pyrazolo[1,5-a]pyridine-3-carbonitrile C(C=C)(=O)N1CC(N(CC1)C1=CC=C(C=N1)C=1C=2N(C=C(C1)C=1C=NN(C1)C)N=CC2C#N)=O